methyl (S,E)-(7-amino-1-((1-((7-(2,2-difluoroethoxy)-5-fluoro-1H-indol-2-yl)methyl)-2-oxo-1,2-dihydropyridin-3-yl)amino)-1,7-dioxohept-5-en-2-yl)carbamate NC(/C=C/CC[C@@H](C(=O)NC=1C(N(C=CC1)CC=1NC2=C(C=C(C=C2C1)F)OCC(F)F)=O)NC(OC)=O)=O